(R)-3-(3,5-dimethoxyphenylethynyl)-4-(3-acrylamidopyrrolidin-1-yl)indole-7-carboxamide COC=1C=C(C=C(C1)OC)C#CC1=CNC2=C(C=CC(=C12)N1C[C@@H](CC1)NC(C=C)=O)C(=O)N